C(C1=CC=CC=C1)N1C=C(C=C(C1=O)Cl)OC1=C(C=C(C=C1Cl)N1N=C(C(NC1=O)=O)C#N)Cl 2-(4-((1-benzyl-5-chloro-6-oxo-1,6-dihydropyridin-3-yl)oxy)-3,5-dichlorophenyl)-3,5-dioxo-2,3,4,5-tetrahydro-1,2,4-triazine-6-carbonitrile